3-[(5-ethynyl-2-{[4-(4-methylpiperazin-1-yl)phenyl]amino}-7-oxopyrido[2,3-d]pyrimidin-8-yl)methyl]pyrrolidin-2-one C(#C)C1=CC(N(C=2N=C(N=CC21)NC2=CC=C(C=C2)N2CCN(CC2)C)CC2C(NCC2)=O)=O